2-(2-(4,4-dimethylcyclohexylidene)ethyl)-4,5-dimethyl-1,3-dioxolane CC1(CCC(CC1)=CCC1OC(C(O1)C)C)C